C1(CCCCC1)OC=1C=C(C(=O)[O-])C=CC1 3-(cyclohexyloxy)benzoate